C(C(C)C)C=1N(C2=C(C=NC(=C2)C2=NOC=N2)N1)[C@H]1C[C@H](CCC1)N (1S,3R)-3-(2-isobutyl-6-(1,2,4-oxadiazol-3-yl)-1H-imidazo[4,5-c]pyridin-1-yl)cyclohexan-1-amine